2-methoxy-4-fluorobenzaldehyde COC1=C(C=O)C=CC(=C1)F